sodium-titanium manganese phosphate P(=O)([O-])([O-])[O-].[Mn+2].[Ti+4].[Na+]